6-acetamido-N-[(1S,2S)-2-[(5-fluoro-2-pyridyl)oxymethyl]cyclopentyl]-3-(triazol-2-yl)pyridine-2-carboxamide C(C)(=O)NC1=CC=C(C(=N1)C(=O)N[C@@H]1[C@H](CCC1)COC1=NC=C(C=C1)F)N1N=CC=N1